(7-fluoronaphthalen-1-yl)acetonitrile FC1=CC=C2C=CC=C(C2=C1)CC#N